ClC1=C(C=C2C(=C(N(C2=C1F)C)C=1NC(=NN1)[C@@H](C(F)(F)F)O)N1C=NC=C1)OC (S)-1-(5-(6-chloro-7-fluoro-3-(1H-imidazol-1-yl)-5-methoxy-1-methyl-1H-indol-2-yl)-4H-1,2,4-triazol-3-yl)-2,2,2-trifluoroethan-1-ol